FC(CC(C(=O)NC1=NC=CC(=C1)C1=C(C2=NC(=CC(=C2N1)OC)F)C1=NC=CC=C1)C1=CC=C(C=C1)F)F (-)-4,4-difluoro-N-{4-[5-fluoro-7-methoxy-3-(pyridin-2-yl)-1H-pyrrolo[3,2-b]pyridin-2-yl]pyridin-2-yl}-2-(4-fluorophenyl)butanamide